tert-butyl 3-((5-(3-(2-methoxyphenyl)isonicotinamido)-1,3,4-thiadiazol-2-yl)oxy)piperidine-1-carboxylate COC1=C(C=CC=C1)C1=C(C(=O)NC2=NN=C(S2)OC2CN(CCC2)C(=O)OC(C)(C)C)C=CN=C1